Ethyl 2-(2,6-dibromo-4-((2-oxo-3-(4-(trifluoromethyl) phenyl) imidazolin-1-yl) methyl) phenoxy)-2-methylpropionate BrC1=C(OC(C(=O)OCC)(C)C)C(=CC(=C1)CN1C(N(CC1)C1=CC=C(C=C1)C(F)(F)F)=O)Br